ClC1=C(C=C(C=C1)[N+](=O)[O-])NC(C1=NC=C(C=C1F)F)=O N-(2-chloro-5-nitrophenyl)-3,5-difluoropicolinamide